1-nitro-4-((2,2,2-trifluoro-1-phenylethoxy)methyl)benzene [N+](=O)([O-])C1=CC=C(C=C1)COC(C(F)(F)F)C1=CC=CC=C1